C(C1=CC=CC=C1)N(C(O)=O)C1(CC1)C=1N(C(C(=C(N1)C(NC=1C=NOC1)=O)O)=O)C.F[SiH2][SiH3] monofluorodisilane benzyl-(1-(5-hydroxy-4-(isoxazol-4-ylcarbamoyl)-1-methyl-6-oxo-1,6-dihydropyrimidin-2-yl)cyclopropyl)carbamate